CC1(CC1)CO 1-methylcyclopropanemethanol